C1(CCC1)C=1N=CC2=C(N1)NC=C2C=2C=C1C(=NC2)N=C(N1C(C)C)C 6-(2-Cyclobutyl-7H-pyrrolo[2,3-d]pyrimidin-5-yl)-1-isopropyl-2-methyl-1H-imidazo[4,5-b]pyridine